C(C(C)C)C1(CC1)CC1=NC2=C(N1C(=O)N)C=CC=C2N2CCOCC2 ((1-iso-Butylcyclopropyl)methyl)-4-morpholino-1H-benzo[d]imidazole-1-carboxamide